2-((1-(Methylsulfonyl)piperidin-4-yl)amino)-4-phenylpyrimidine-5-carboxylic acid CS(=O)(=O)N1CCC(CC1)NC1=NC=C(C(=N1)C1=CC=CC=C1)C(=O)O